C(C)(C)(C)OC(=O)NNC(=O)C1=C(C=C2C=CC(NC2=C1)=O)F.C(C)(C)(C)OC(=O)N(N)C(=O)C=1C=2C=CC(NC2C=CC1F)=O N-(tert-butoxycarbonyl)-6-fluoro-2-oxo-1H-quinoline-5-carbohydrazide tert-butyl-2-(6-fluoro-2-oxo-1,2-dihydroquinoline-7-carbonyl)hydrazine-1-carboxylate